C(#N)C1=C(C=C(C=C1)C=1C(=C(C(=O)O)C=C(N1)N1CCNCCC1)C1=CC(=C(C=C1)OC)F)F 2-(4-cyano-3-fluorophenyl)-6-(1,4-diazacycloheptan-1-yl)-3-(3-fluoro-4-methoxyphenyl)isonicotinic acid